NC1=C(C=C(C=N1)C1=CC=C(C=C1)C(=O)N1C[C@@H](CC1)N(C)C)OCC1=C(C=CC=C1Cl)Cl {4-[6-amino-5-(2,6-dichloro-benzyloxy)-pyridin-3-yl]-phenyl}-[(3R)-3-dimethylamino-pyrrolidin-1-yl]-methanone